N-(3-(7-(5-Acetylthiophen-2-yl)quinolin-5-yl)oxetan-3-yl)-2-methyl-5-((1-methylazetidin-2-yl)methoxy)benzamide C(C)(=O)C1=CC=C(S1)C1=CC(=C2C=CC=NC2=C1)C1(COC1)NC(C1=C(C=CC(=C1)OCC1N(CC1)C)C)=O